2-(4-(2-acetyl-5-chlorophenyl)-5-methoxy-2-oxopyridin-1(2H)-yl)-4-(tert-butoxy)-N-(2,3-dihydrobenzo[b][1,4]dioxin-6-yl)butanamide C(C)(=O)C1=C(C=C(C=C1)Cl)C1=CC(N(C=C1OC)C(C(=O)NC1=CC2=C(OCCO2)C=C1)CCOC(C)(C)C)=O